N[C@@H](C(=O)O)CC1=CC=C(C=C1)F R-2-amino-3-p-fluorophenyl-propionic acid